4-Cyclopropyl-2-methylsulfanyl-6-[4-(trifluoromethyl)pyrazol-1-yl]pyrimidine C1(CC1)C1=NC(=NC(=C1)N1N=CC(=C1)C(F)(F)F)SC